2,5-bis(t-butyl-peroxy)-2,5-dimethyl-hexane C(C)(C)(C)OOC(C)(CCC(C)(C)OOC(C)(C)C)C